FC=1C(=C(C=CC1F)[C@@H]1[C@H](O[C@@]([C@H]1C)(C(F)(F)F)C)C(=O)NC1=CC=CC(=N1)C(=O)N)OC 6-[[(2S,3R,4S,5S)-3-(3,4-difluoro-2-methoxy-phenyl)-4,5-dimethyl-5-(trifluoromethyl)tetrahydrofuran-2-carbonyl]amino]pyridine-2-carboxamide